1-dodecyl-2,3-dimethyl-imidazole C(CCCCCCCCCCC)N1C(N(C=C1)C)C